NC1CC(N(C1)C)=O 4-amino-1-methyl-2-pyrrolidone